C(C)(=O)C1=NN(C2=CC=C(C=C12)C1=C2N(N=C1)CCC2)CC(=O)O (3-acetyl-5-(5,6-dihydro-4H-pyrrolo[1,2-b]pyrazol-3-yl)-1H-indazol-1-yl)acetic acid